2-Chloro-4-(1-methyl-1H-indol-3-yl)-7,8-dihydro-5H-pyrano[4,3-d]pyrimidine ClC=1N=C(C2=C(N1)CCOC2)C2=CN(C1=CC=CC=C21)C